CN(S(=O)(=O)N1CC2(C1)CC(C2)C2=C(C=C(C=C2)NC(OCC2=CN=CO2)=O)F)C oxazol-5-ylmethyl (4-(2-(N,N-dimethylsulfamoyl)-2-azaspiro[3.3]heptan-6-yl)-3-fluorophenyl)carbamate